5-eicosenoic acid C(CCCC=CCCCCCCCCCCCCCC)(=O)O